N-(4-phenylazophenyl)maleimide C1(=CC=CC=C1)N=NC1=CC=C(C=C1)N1C(C=CC1=O)=O